FC(C(=O)NC1=CC=C(C=C1)S(NCCOCCOCCOCCOCCO)(=O)=O)(F)F 2,2,2-trifluoro-N-[4-[2-[2-[2-[2-(2-hydroxyethoxy)ethoxy]ethoxy]ethoxy]ethylsulfamoyl]phenyl]acetamide